1-(tertiary butyl)-3-chloronaphthalene C(C)(C)(C)C1=CC(=CC2=CC=CC=C12)Cl